(1r,4r)-4-(difluoromethoxy)cyclohexane-1-carboxylic acid methyl ester COC(=O)C1CCC(CC1)OC(F)F